(1R,3s,5S)-3-(morpholinylmethyl)-8-azabicyclo[3.2.1]octane-8-carboxylic acid tert-butyl ester C(C)(C)(C)OC(=O)N1[C@H]2CC(C[C@@H]1CC2)CN2CCOCC2